N,N,5-trimethyl-5,6-dihydro-4H-pyrrolo[3,2,1-ij]quinolin-5-amine CN(C1(CN2C3=C(C=CC=C3C1)C=C2)C)C